2'-methylguanosine C[C@@]1([C@@H](O[C@@H]([C@H]1O)CO)N1C=NC=2C(=O)NC(N)=NC12)O